2,6-diaminobenzonitrile NC1=C(C#N)C(=CC=C1)N